(R)-5-(2,6-difluorophenyl)-N-((S)-4-methyl-5-oxo-5,6,7,8-tetrahydro-4H-pyrazolo[1,5-a][1,3]diazepin-6-yl)-5,6,7,8-tetrahydro-[1,2,4]triazolo[1,5-a]pyridine-2-carboxamide FC1=C(C(=CC=C1)F)[C@H]1CCCC=2N1N=C(N2)C(=O)N[C@@H]2C(N(C=1N(CC2)N=CC1)C)=O